4-(5-{5-[(R)-(1,3-Dimethyl-azetidin-3-yl)-hydroxy-(4-isopropyl-phenyl)-methyl]-pyridin-3-yl}-2-isopropyl-2H-[1,2,4]triazol-3-yl)-piperidin-2-one CN1CC(C1)(C)[C@@](C=1C=C(C=NC1)C=1N=C(N(N1)C(C)C)C1CC(NCC1)=O)(C1=CC=C(C=C1)C(C)C)O